F[B-](F)(F)F.C(CCC)[N+]1=C(C2=C3C(C(=CC=C13)Cl)=CC=C2)C=CC2=C(C(CCC2)=CC=C2N(C1=CC=C(C=3C1=C2C=CC3)Cl)CCCC)Cl 1-butyl-2-[2-[3-[(1-butyl-6-chlorobenz[cd]indol-2(1H)-ylidene)-ethylidene]-2-chloro-1-cyclohexen-1-yl]ethenyl]-6-chlorobenz-[cd]indolium tetrafluoroborate